2-[2,6-dimethyl-4-(trifluoromethyl)phenyl]-2-[2-(4-fluoro-1H-pyrazol-1-yl)acetyl]hydrazine CC1=C(C(=CC(=C1)C(F)(F)F)C)N(N)C(CN1N=CC(=C1)F)=O